4-[5-chloro-8-(2,6-difluorophenyl)-2,3,7,9,11-pentazatricyclo[8.4.0.02,6]tetradeca-1(10),3,5,11,13-pentaen-13-yl]morpholine ClC=1C=NN2C=3C=C(C=NC3NC(NC12)C1=C(C=CC=C1F)F)N1CCOCC1